tert-Butyl (2-chloro-6-(trifluoromethyl)pyridin-4-yl)carbamate ClC1=NC(=CC(=C1)NC(OC(C)(C)C)=O)C(F)(F)F